CC(C)(OOC1(CCCCC1)OOC(C)(C)C)C 1,1-bis(1,1-dimethylethylperoxy)cyclohexane